FC1(CN(CC[C@H]1NC1=NN2C(C(=N1)OC)=C(C(=C2)F)C=2C=CC1=C(N(N=N1)[C@@H](CF)C)C2)C(CO)=O)F 1-((R)-3,3-difluoro-4-((6-fluoro-5-(1-((R)-1-fluoropropan-2-yl)-1H-benzo[d][1,2,3]triazol-6-yl)-4-methoxypyrrolo[2,1-f][1,2,4]triazin-2-yl)amino)piperidin-1-yl)-2-hydroxyethan-1-one